NC1=CC2=C(CNC(CC2)C(CCO)C)C=C1 3-(7-amino-2,3,4,5-tetrahydro-1H-benzo[c]azepin-3-yl)-1-butanol